FC1=CC=C(C=C1)C(=O)N1[C@@H](C=2N(CC1)C(=NN2)C=2N=C1SC=CN1C2)C (R)-(4-Fluorophenyl)(3-(imidazo[2,1-b]thiazol-6-yl)-8-methyl-5,6-dihydro-[1,2,4]triazolo[4,3-a]pyrazin-7(8H)-yl)methanone